N1=C(N=CC=C1)C(=O)[O-] pyrimidate